6-amino-N-(6-(2-methyl-5-(trifluoromethoxy)phenyl)-5-(trifluoromethyl)pyridin-2-yl)pyridine-2-sulfonamide NC1=CC=CC(=N1)S(=O)(=O)NC1=NC(=C(C=C1)C(F)(F)F)C1=C(C=CC(=C1)OC(F)(F)F)C